(1-(naphthalen-1-yl)cyclopropyl)benzamide C1(=CC=CC2=CC=CC=C12)C1(CC1)C1=C(C(=O)N)C=CC=C1